OC1(C(CCC1)O)O (hydroxy)cyclopentane-1,2-diol